(2R,5S)-4-(1-(4-chlorophenyl)-3-methylbutyl)-2,5-dimethylpiperazine hydrochloride Cl.ClC1=CC=C(C=C1)C(CC(C)C)N1C[C@H](NC[C@@H]1C)C